ethylenediamine-tetra(methylenephosphinic acid) C(CN(C=P(O)=O)C=P(O)=O)N(C=P(O)=O)C=P(O)=O